6-methyl-N-(2-phenylbutyl)pyrimidin-4-amine CC1=CC(=NC=N1)NCC(CC)C1=CC=CC=C1